2-(4,4-dimethyl-1,4-azasilinan-1-yl)-4-nitrobenzoic acid C[Si]1(CCN(CC1)C1=C(C(=O)O)C=CC(=C1)[N+](=O)[O-])C